FC(C)(C)C=1C=C(C(=O)NC=2C=NC(=C(C2)C=2C=NC3=CC(=NC=C3C2)NC)C)C=CN1 2-(2-fluoroprop-2-yl)-N-(6-methyl-5-(7-(methylamino)-1,6-naphthyridin-3-yl)pyridin-3-yl)isonicotinamide